C(#N)CCN1N=CC(=C1)S(=O)(=O)NC=1C=CC(=C2C(=CNC12)C#N)C 1-(2-cyanoethyl)-N-(3-cyano-4-methyl-1H-indol-7-yl)pyrazole-4-sulfonamide